C(C)N1N=CC(=C1C=1C=C(C(=O)OC)C=C(C1)F)C(F)(F)F methyl 3-(1-ethyl-4-(trifluoromethyl)-1H-pyrazol-5-yl)-5-fluorobenzoate